CC1=CSC=2N=C(N=C(C21)NC2(CC2)C)NC=2C=CC(=C(C2)NC(C)=O)N2CCN(CC2)C N-(5-((5-methyl-4-((1-methylcyclopropyl)amino)thieno[2,3-d]pyrimidin-2-yl)amino)-2-(4-methylpiperazin-1-yl)phenyl)acetamide